1-[3-Cis-(trifluoromethoxy)cyclobutyl]-N-[3-[5-[3-cis-(trifluoromethoxy)cyclobutyl]-1,3,4-oxadiazol-2-yl]-1-bicyclo[1.1.1]pentanyl]pyrazole-3-carboxamide FC(OC1(CCC1)N1N=C(C=C1)C(=O)NC12CC(C1)(C2)C=2OC(=NN2)C2(CCC2)OC(F)(F)F)(F)F